C1=CC(=C(C=C1OC2=C(C=C(C=C2)Br)Br)Br)Br The molecule is a polybromodiphenyl ether that is diphenyl ether in which the hydrogens at the 2, 4, 3', and 4' positions have been replaced by bromines.